VINYL DECANOATE C(CCCCCCCCC)(=O)OC=C